CC1=C(C(=C(C(=C1)C)C)C)C 1,2,3,4,5-pentamethylbenzene